C(C)NCCC N-ethyl-n-propylamine